oleic acid-8-((3-hydroxycyclohexyl)amino)octyl ester OC1CC(CCC1)NCCCCCCCCOC(CCCCCCC\C=C/CCCCCCCC)=O